FC=1C=C2C(=NC1)NC=C2C2=CC=1N(C=C2)N=CC1C(=O)N1CCN(CC1)C (5-(5-fluoro-1H-pyrrolo[2,3-b]pyridin-3-yl)pyrazolo[1,5-a]pyridin-3-yl)(4-methylpiperazin-1-yl)methanone